4-(5-(5-phenyl-3,4-dihydro-2H-pyrrol-3-yl)-2-(pyridin-4-yl)pyrazolo[1,5-a]pyrimidin-7-yl)morpholine C1(=CC=CC=C1)C=1CC(CN1)C1=NC=2N(C(=C1)N1CCOCC1)N=C(C2)C2=CC=NC=C2